cyclohexane-1-carboxamide trifluoroacetate FC(C(=O)O)(F)F.C1(CCCCC1)C(=O)N